The molecule is a dicarboxylic acid anion obtained by deprotonation of the carboxy and phosphino group of phosphinomethylmalic acid. It is a conjugate base of a 2-phosphinomethylmalic acid. C(C(=O)[O-])C(C[P+](=O)[O-])(C(=O)[O-])O